[Cl-].C(CCCCCCCCCCC)[N+](CCC[Si](OC)(OC)OC)(C(C)C)C(C)C dodecyldiisopropyl[3-(trimethoxysilyl)propyl]ammonium chloride